C1(C(C(C(C=C1)O)O)O)O 5-Cyclohexene-1,2,3,4-tetrol